(3S)-N-[4-(3-Cyanophenyl)-5-(2,6-dimethyl-4-pyridyl)thiazol-2-yl]-3-(hydroxymethyl)morpholine-4-carboxamide C(#N)C=1C=C(C=CC1)C=1N=C(SC1C1=CC(=NC(=C1)C)C)NC(=O)N1[C@H](COCC1)CO